C(C)(=O)C1=CC2=C(SC(=C2)C=2SC(=C(N2)C)C(=O)OCC2=CC=C(C=C2)OC)C(=C1)C#N 4-methoxybenzyl 2-(5-acetyl-7-cyanobenzo[b]thiophen-2-yl)-4-methylthiazole-5-carboxylate